FC1(CCN(CC1)N1C(C(=CC=C1)NC(C1=C(C=C(C=C1)NS(=O)(=O)CCO)N1C[C@@H]2C[C@@]2(CC1)C(F)(F)F)=O)=O)F N-(1-(4,4-difluoropiperidin-1-yl)-2-oxo-1,2-dihydropyridin-3-yl)-4-((2-hydroxyethyl)sulfonamido)-2-((1R,6S)-6-(trifluoromethyl)-3-azabicyclo[4.1.0]heptan-3-yl)benzamide